1,1,2,2-tetra-fluoroethyl-2,2,3,3-tetrafluoropropyl ether FC(C(F)F)(F)C(C(COCC(C(C(C(F)F)(F)F)(F)F)(F)F)(F)F)(F)F